(3-phenethoxyallyl)benzene C(CC1=CC=CC=C1)OC=CCC1=CC=CC=C1